3,4-dihydroxyphenylethanamine OC=1C=C(C=CC1O)C(C)N